C(C)(C)C=1C=C2CCC(N(C2=CC1)S(=O)(=O)C(C1=C(C=CC=C1)OCC1CCOCC1)O)C ((6-isopropyl-2-methyl-3,4-dihydroquinolin-1(2H)-yl)sulfonyl)-2-((tetrahydro-2H-pyran-4-yl)methoxy)benzyl alcohol